FC(C(=O)O)(F)F.BrC1=CC=C(C(=O)NC2=NC(N(C=C2)[C@@H]2O[C@@H]([C@H]3OC(O[C@H]32)(C)C)CO)=NCCCC[C@H](N)C(=O)O)C=C1 N6-(4-(4-bromobenzamido)-1-((3aR,4R,6R,6aR)-6-(hydroxymethyl)-2,2-dimethyltetrahydrofuro[3,4-d][1,3]dioxol-4-yl)pyrimidin-2(1H)-ylidene)-L-lysine 2,2,2-trifluoroacetic Acid Salt